Cl.FC1=CC=C(C=C1)C1=CC(=C(N=N1)CN)C (6-(4-fluorophenyl)-4-methylpyridazin-3-yl)methylamine hydrochloride